ClCC=1SC(=NN1)C1=CC=NC=C1 2-(chloromethyl)-5-(pyridin-4-yl)-1,3,4-thiadiazole